(S)-6-chloro-N2-(1-(pyridin-3-yl)ethyl)pyridine-2,3-diamine ClC1=CC=C(C(=N1)N[C@@H](C)C=1C=NC=CC1)N